C(C)(C)(C)OC(=O)N1CCC2(CC1)C[C@H](C1=CC(=CC=C12)Br)OC1=C(C=CC=C1)CC(=O)OCC (R)-5-bromo-3-(2-(2-ethoxy-2-oxoethyl)phenoxy)-2,3-dihydrospiro[indene-1,4'-piperidine]-1'-carboxylic acid tert-butyl ester